N-[2-amino-4-(4,4-difluoropiperidin-1-yl)-5-fluoro-1,3-benzothiazol-6-yl]-2-{6-Azaspiro[2.5]octane-6-yl}-4-(2-hydroxyethanesulfonylamino)benzamide NC=1SC2=C(N1)C(=C(C(=C2)NC(C2=C(C=C(C=C2)NS(=O)(=O)CCO)N2CCC1(CC1)CC2)=O)F)N2CCC(CC2)(F)F